4-(piperidin-4-ylmethyl)-2-(trifluoromethyl)benzamide N1CCC(CC1)CC1=CC(=C(C(=O)N)C=C1)C(F)(F)F